CC([C@@H](C(N1[C@@H](CCC1)C(=O)N1C[C@H](CC1)C1=CC=CC=C1)=O)NC(=O)C1=CC2=C(S1)C=CC(=C2)C(F)(F)P(O)(O)=O)(C)C ((2-(((S)-3,3-dimethyl-1-oxo-1-((S)-2-((R)-3-phenylpyrrolidine-1-carbonyl)pyrrolidin-1-yl)butan-2-yl)carbamoyl)benzo[b]thiophen-5-yl)difluoromethyl)phosphonic acid